2-((1-(4-(1H-pyrazol-4-yl)phenyl)piperidin-4-yl)methyl)-3,4-dihydroisoquinolin-1(2H)-one N1N=CC(=C1)C1=CC=C(C=C1)N1CCC(CC1)CN1C(C2=CC=CC=C2CC1)=O